FC(C(=O)O)(F)F.COC=1C=C(C=CC1)C1=C(N=C2N(C1=O)C(=CC=C2)C)C(C)NC2=C1N=CNC1=NC=N2 3-(3-Methoxyphenyl)-6-methyl-2-[1-(9H-purin-6-ylamino)ethyl]-4H-pyrido[1,2-a]pyrimidin-4-one Trifluoroacetic Acid Salt